C(C=C)(=O)O.C(C=C)(=O)O.C(O)C(C)(CO)CO trimethylolethane diacrylate